C(#C)C1=CC=C(C=C1)CCCCCC 1-ethynyl-4-hexylbenzene